CN1CCN(CC1)C1=CC=NC=C1C(=O)N 4-methylpiperazin-1-nicotinamide